COC1=CC=C(C=C1)C1=C(NC=2N(C1=O)N=C(C2C2=CC=CC=C2)C2=CC=CC=C2)C 6-(4-methoxyphenyl)-5-methyl-2,3-diphenylpyrazolo[1,5-a]pyrimidin-7(4H)-one